CN1C(=NN=C1)CC(C)C1=CC=C2C(=N1)CNC2=O (1-(4-Methyl-4H-1,2,4-triazol-3-yl)propan-2-yl)-6,7-dihydro-5H-pyrrolo[3,4-b]pyridin-5-one